FC1=C2C(NC(C2=CC(=C1)C(C)(C)O)=O)O[C@@H]1COCC1 4-fluoro-6-(2-hydroxypropan-2-yl)-3-[(3S)-oxolan-3-yloxy]-2,3-dihydro-1H-isoindol-1-one